2-bromo-3-methyl-benzonitrile BrC1=C(C#N)C=CC=C1C